[O].[S].[B] boron sulfur oxygen